1-((3-amino-2-methoxyphenyl)imino)-1lambda6-Thietane 1-oxide NC=1C(=C(C=CC1)N=S1(CCC1)=O)OC